FC1=C(OC2CCS(CC2)=O)C=C(C(=C1)F)N1CCNCC1 (1r,4r)-4-(2,4-difluoro-5-(piperazin-1-yl)phenoxy)tetrahydro-2H-thiopyran 1-oxide